C(C1=CC=CC=C1)OC1=C(C=NN1C)C1=NC=CC(=N1)NC1=CC(=C(C=N1)C(=O)C1CC1)N[C@@H](C)CCO[Si](C)(C)C(C)(C)C (S)-(6-((2-(5-(benzyloxy)-1-methyl-1H-pyrazol-4-yl)pyrimidin-4-yl)amino)-4-((4-((tert-butyldimethylsilyl)oxy)butan-2-yl)amino)pyridin-3-yl)(cyclopropyl)methanone